ClC=1C=CC=C2C(=C(NC12)C(=O)OC)C1CC1 methyl 7-chloro-3-cyclopropyl-1H-indole-2-carboxylate